C(C)(C)(C)[C@H]1N(CCN(C1)CC1CNCC1)C(=O)O.CC1=C(N=CN1)CSCCNC(=N)N 1-[2-[(5-methyl-17Z-imidazol-4-yl)methylsulfanyl]ethyl]guanidine tert-butyl-(R)-4-(pyrrolidin-3-ylmethyl)piperazine-1-carboxylate